4-(1,3-benzodioxol-5-yl)-1-[2-(dibutylamino)-2-oxoethyl]-2-(4-methoxyphenyl)pyrrolidine-3-carboxylic acid, monohydrochloride Cl.O1COC2=C1C=CC(=C2)C2C(C(N(C2)CC(=O)N(CCCC)CCCC)C2=CC=C(C=C2)OC)C(=O)O